CN(C(=O)C=1C=NN2C1CN(CC2)C(=O)C=2NC1=CC=C(C(=C1C2)C)F)C2(CC2)C2=NC=C(C=N2)C(=O)O 2-{1-[N-methyl-5-(5-fluoro-4-methyl-1H-indole-2-carbonyl)-4H,5H,6H,7H-pyrazolo[1,5-a]pyrazine-3-amido]cyclopropyl}pyrimidine-5-carboxylic acid